C(CCC)OCC1OC1 butoxymethyl-oxirane